S(N)(=O)(=O)C=1C=C(C=CC1)C1=COC=2C1=NC=C(C2)C2=CC=C(C=C2)N2CCN(CC2)C(=O)OC(C)(C)C tert-butyl 4-(4-(3-(3-sulfamoylphenyl)furo[3,2-b]pyridin-6-yl)phenyl)piperazine-1-carboxylate